methyl 4-(4-{[2,4-bis(trifluoromethyl) phenoxy] methyl}-3-methoxyphenyl)-6-oxo-2H,4H,5H,6H,7H-pyrazolo[3,4-b]pyridine-5-carboxylate FC(C1=C(OCC2=C(C=C(C=C2)C2C=3C(NC(C2C(=O)OC)=O)=NNC3)OC)C=CC(=C1)C(F)(F)F)(F)F